C1(=CC=CC=C1)C(CCCCCC)N 1-phenylheptane-1-amine